N-((R)-1-(5-((4-(4-((1R,5S)-3-oxa-8-azabicyclo[3.2.1]octan-8-yl)-7H-pyrrolo[2,3-d]pyrimidin-6-yl)phenyl)amino)pyrimidin-2-yl)piperidin-3-yl)-2-(azetidin-1-ylmethyl)acrylamide [C@H]12COC[C@H](CC1)N2C=2C1=C(N=CN2)NC(=C1)C1=CC=C(C=C1)NC=1C=NC(=NC1)N1C[C@@H](CCC1)NC(C(=C)CN1CCC1)=O